C(CCCCCCC\C=C/C\C=C/CCCCC)(=O)C(O)C(O)COC(C)=O 1-C-linoleoyl-3-acetylglycerol